(4-(1-((2,3-dihydrobenzofuran-5-yl)methyl)-1H-[1,2,3]triazolo[4,5-b]pyrazin-6-yl)phenyl)dimethyl-phosphine oxide O1CCC2=C1C=CC(=C2)CN2N=NC=1C2=NC(=CN1)C1=CC=C(C=C1)P(C)(C)=O